NC1=NC=C(C=C1O[C@H](C)C=1C=C(C=CC1)NC(C1=CC(=C(C=C1)C)SC)=O)C=1C=NN(C1)C (R)-N-(3-(1-((2-amino-5-(1-methyl-1H-pyrazol-4-yl)pyridin-3-yl)oxy)ethyl)phenyl)-4-methyl-3-(methylthio)benzamide